C(C1=CC=CC=C1)OC1=C(C=C(C=C1)C=CC(C)=O)O 4-(4-(benzyloxy)-3-hydroxyphenyl)but-3-en-2-one